2-((2-((4-(4-(1-(3-(2,6-dioxopiperidin-3-yl)benzyl)piperidin-4-yl)piperazin-1-yl)-2-isopropoxy-5-methylphenyl)amino)-5-(trifluoromethyl)pyridin-4-yl)amino)-N-methylbenzamide O=C1NC(CCC1C=1C=C(CN2CCC(CC2)N2CCN(CC2)C2=CC(=C(C=C2C)NC2=NC=C(C(=C2)NC2=C(C(=O)NC)C=CC=C2)C(F)(F)F)OC(C)C)C=CC1)=O